ClC1=C(C=CC(=C1)Cl)[C@H](C)NC(=O)C=1SC(=CC1)S(NC)(=O)=O (S)-N-(1-(2,4-dichlorophenyl)ethyl)-5-(N-methylsulfamoyl)thiophene-2-carboxamide